N-2-naphthalenyl-2-naphthalenamine C1=C(C=CC2=CC=CC=C12)NC1=CC2=CC=CC=C2C=C1